5-bromo-1-(methyl-d3)-1H-benzo[d][1,2,3]triazole BrC1=CC2=C(N(N=N2)C([2H])([2H])[2H])C=C1